C(C1=CC=CC=C1)C=1NC(OC1)=O 4-benzyl-2(3H)-oxazolone